2-(2,7-dimethyl-2H-indazol-5-yl)-7-(4-methylpiperazin-1-yl)-4H-pyrido[1,2-a]pyrimidin-4-one CN1N=C2C(=CC(=CC2=C1)C=1N=C2N(C(C1)=O)C=C(C=C2)N2CCN(CC2)C)C